3,4-bis(3-methyl-9H-carbazol-9-yl)-6-(pyridin-3-yl)-2,5-bis(9H-pyrido[2,3-b]indol-9-yl)benzonitrile CC=1C=CC=2N(C3=CC=CC=C3C2C1)C=1C(=C(C#N)C(=C(C1N1C2=CC=CC=C2C=2C=C(C=CC12)C)N1C2=C(C3=CC=CC=C13)C=CC=N2)C=2C=NC=CC2)N2C1=C(C3=CC=CC=C23)C=CC=N1